FC1=C(C(=CC=C1)F)N1C(=NN=C1)C1=CC=CC(=N1)N1CC=2C(=NC(=CC2C1=O)N(C)C(C)C)COC(NC)=O ((2-(6-(4-(2,6-difluorophenyl)-4H-1,2,4-triazol-3-yl)pyridin-2-yl)-6-(isopropyl (Methyl)amino)-1-oxo-2,3-dihydro-1H-pyrrolo[3,4-c]pyridin-4-yl)methyl)(methyl)carbamate